2-cyano-6-(3-cyclopropylphenoxy)pyrazolo[1,5-a]pyrimidine-7-carboxylate C(#N)C1=NN2C(N=CC(=C2C(=O)[O-])OC2=CC(=CC=C2)C2CC2)=C1